O=C1NC(CCC1N1C(N(C2=C1C=CC(=C2)C#CC2CCC(CC2)C(=O)OCC2=CC=CC=C2)C)=O)=O Benzyl 4-[2-[1-(2,6-dioxopiperidin-3-yl)-3-methyl-2-oxo-1,3-benzodiazol-5-yl]ethynyl]cyclohexane-1-carboxylate